N(=C=S)CC=CCCCCCS(=O)C 1-isothiocyanato-8-(methylsulfinyl)oct-2-ene